N1C[C@@H](CCCCC1)NC1=NN=C(C=2N1C=CC2)C2=C(C=C(C=C2)C(F)(F)F)OC(F)F N-[(3R)-azacyclooctan-3-yl]-1-[2-(difluoromethoxy)-4-(trifluoromethyl)phenyl]pyrrolo[1,2-d][1,2,4]triazin-4-amine